ClC1=NC=C2C(=N1)N(N=C2C)[C@H]2CC[C@H](CC2)O (cis)-4-(6-chloro-3-methyl-1H-pyrazolo[3,4-d]pyrimidin-1-yl)cyclohexan-1-ol